C(C)(C)(C)SSC(C)(C)C tert-Butyldisulfide